BrC=1C(=CC2=C(OCCC3=C2SC(=C3)C)C1)C(=O)OCC[Si](C)(C)C 2-(trimethylsilyl)ethyl 8-bromo-2-methyl-4,5-dihydrobenzo[b]thieno[2,3-d]oxepine-9-carboxylate